tert-butyl (endo)-5-((7-bromo-8-fluoro-6-iodo-2-((S)-1-((S)-1-methylpyrrolidin-2-yl)ethoxy)-3-nitroquinolin-4-yl)(tert-butoxycarbonyl)amino)-2-azabicyclo[2.1.1]hexane-2-carboxylate BrC1=C(C=C2C(=C(C(=NC2=C1F)O[C@@H](C)[C@H]1N(CCC1)C)[N+](=O)[O-])N(C1C2CN(C1C2)C(=O)OC(C)(C)C)C(=O)OC(C)(C)C)I